2-N-Morpholinoethyl-(1-(4-amino-1H-pyrazolo[3,4-d]pyrimidin-1-yl)-2,2,2-trichloroethyl)-carbamate O1CCN(CC1)CCN1N(C2=NC=NC(=C2C1)N)C(C(Cl)(Cl)Cl)NC([O-])=O